N1(CCNCC1)CC1CCN(CC1)C1=CC=C(C=C1)[C@H]1C(NC(CC1)=O)=O (S)-3-(4-(4-(piperazin-1-ylmethyl)piperidin-1-yl)phenyl)piperidine-2,6-dione